C(C)(C)(C)OC(=O)O[C@@H]1[C@H]([C@H](N(C1)C(=O)OC(C)(C)C)CC1=CC=C(C=C1)OS(=O)(=O)C(F)(F)F)OC(=O)OC1=CC=C(C=C1)[N+](=O)[O-] tert-butyl (2R,3S,4S)-4-[(tert-butoxycarbonyl)oxy]-3-[(4-nitrophenoxycarbonyl)oxy]-2-{[4-(trifluoromethanesulfonyloxy)phenyl]methyl}pyrrolidine-1-carboxylate